N*6*-Cyclooctyl-N*2*-phenyl-9H-purine-2,6-diamine C1(CCCCCCC1)NC1=C2N=CNC2=NC(=N1)NC1=CC=CC=C1